[Ga]=[Se].[Hg].[Zn] zinc mercury gallium selenide